C(=C)C1=CC(=C(N=N1)N1CC2=CC=C(C=C2C1)S(=O)(=O)C)C#N 6-ethenyl-3-(5-methanesulfonyl-2,3-dihydro-1H-isoindol-2-yl)pyridazine-4-carbonitrile